1-tert-butoxycarbonyl-4-phenyl-piperidine-3-carboxylic acid C(C)(C)(C)OC(=O)N1CC(C(CC1)C1=CC=CC=C1)C(=O)O